C(CC1=CC=CC=C1)OC(\C(\C)=C\C)=O phenethyltiglate